dimethylaminobutanenitrile CN(C)C(C#N)CC